(R)-1-(3-(3-methyl-4-(3-methyl-2-butenyl)piperazine-1-carbonyl)-4-fluorobenzyl)quinazoline-2,4(1H,3H)-dione C[C@@H]1CN(CCN1CC=C(C)C)C(=O)C=1C=C(CN2C(NC(C3=CC=CC=C23)=O)=O)C=CC1F